tert-butyl ((4-(2-cyano-1-hydroxyethyl)-7-(4-(trifluoromethoxy)phenyl)-2,3-dihydrobenzofuran-5-yl)methyl)carbamate C(#N)CC(O)C1=C(C=C(C2=C1CCO2)C2=CC=C(C=C2)OC(F)(F)F)CNC(OC(C)(C)C)=O